5-(tert-butyl)-N-(benzhydryl)pyridin-2-amine C(C)(C)(C)C=1C=CC(=NC1)NC(C1=CC=CC=C1)C1=CC=CC=C1